S-[2-(6-bromo-2-nitrophenyl) ethyl] thioacetate C(C)(=O)SCCC1=C(C=CC=C1Br)[N+](=O)[O-]